COC1CN(CCC1)C=1N=CC=C2C1SC(=C2)C=O 7-(3-methoxypiperidin-1-yl)thieno[2,3-c]pyridine-2-carbaldehyde